C(C)C1(COC1)COCC(OC1C=CC=C1)OC1C=CC=C1 dicyclopentadienyloxyethyl (3-ethyl-3-oxetylmethyl) ether